5-((4-(2-(2,5-dimethylpyridin-4-yl)-3-isopropyl-1H-indol-5-yl)piperidin-1-yl)methyl)thiazole CC1=NC=C(C(=C1)C=1NC2=CC=C(C=C2C1C(C)C)C1CCN(CC1)CC1=CN=CS1)C